4-((4-aminophenyl)methyl)-3-propoxybenzenamine NC1=CC=C(C=C1)CC1=C(C=C(C=C1)N)OCCC